C(#N)C1=NN(C2=CC=C(C=C12)N(C=1C=CC=C2CN(C(C12)=O)CC(=O)O)C)C1OCCCC1 [7-[(3-cyano-1-tetrahydropyran-2-yl-indazol-5-yl)-methyl-amino]-1-oxo-isoindolin-2-yl]acetic acid